C1(C(C(CCC1)C(=O)O)C(=O)O)C1C(C(CCC1)C(=O)O)C(=O)O [1,1'-bi(cyclohexane)]-2,2',3,3'-tetracarboxylic acid